2-chloro-N,N-dimethylPhenylbenzamide ClC1=C(C=CC=C1)C1=C(C(=O)N(C)C)C=CC=C1